CN1N=C(C=C1B(O)O)C(C)(C)C 1-METHYL-3-TERT-BUTYL-1H-PYRAZOLE-5-BORONIC ACID